O=C1OC(CC1C1CC(C2=C(C1)C(=O)OC2=O)C)=O 5-(2,5-bisoxo-tetrahydro-3-furanyl)-3-methyl-cyclohexene-1,2-dicarboxylic anhydride